ClC1=CC(=C(COC2=CC=CC(=N2)C2=C(C(=C(CC3=NC4=C(N3[C@@H]3COCC3(C)C)C=C(C=C4)C(=O)O)C(=C2)F)F)F)C=C1)F (S)-2-(4-(6-((4-chloro-2-fluorobenzyl)oxy)pyridin-2-yl)-2,3,6-trifluorobenzyl)-1-(4,4-dimethyltetrahydrofuran-3-yl)-1H-benzo[d]imidazole-6-carboxylic acid